FC=1C=CC(=NC1)C=1C=C(C[C@]2(C[C@H](CC2)NS(=O)(=O)C)C(=O)N(C)OC)C=CC1 |o1:11,13| (1R*,3S*)-1-(3-(5-fluoropyridin-2-yl)benzyl)-N-methoxy-N-methyl-3-(methylsulfonamido)cyclopentane-1-carboxamide